(R)-5-((2-(2-cyano-4-fluorophenyl)-2-azaspiro[3.3]heptan-6-yl)oxy)-2-(2-ethoxypyridin-3-yl)-N-(pyrrolidin-3-yl)thiazole-4-carboxamide C(#N)C1=C(C=CC(=C1)F)N1CC2(C1)CC(C2)OC2=C(N=C(S2)C=2C(=NC=CC2)OCC)C(=O)N[C@H]2CNCC2